C(C)(C)(C)OC(=O)N1CC(CCC1)(C=1SC(=NN1)C1=NC(=CC=C1)C(F)(F)F)F 3-fluoro-3-(5-(6-(trifluoromethyl)pyridin-2-yl)-1,3,4-thiadiazol-2-yl)piperidine-1-carboxylic acid tert-butyl ester